ClC=1C=C2C(N(C(NC2=CC1)=O)C1=CN=CC2=CC=CC=C12)=O 6-chloro-3-(isoquinolin-4-yl)quinazoline-2,4(1H,3H)-dione